tert-butyl 2-chloro-4-{[2-(5-methoxy-1H-indol-3-yl)ethyl]amino}-5H,6H,7H,8H-pyrido[3,4-d]pyrimidine-7-carboxylate ClC=1N=C(C2=C(N1)CN(CC2)C(=O)OC(C)(C)C)NCCC2=CNC1=CC=C(C=C21)OC